4-[2-Fluoro-5-[[1-methyl-6-oxo-4-(trifluoromethyl)pyridin-3-carbonyl]amino]-4-[(3R,5S)-3,4,5-trimethylpiperazin-1-yl]phenyl]-3,6-dihydro-2H-pyridin FC1=C(C=C(C(=C1)N1C[C@H](N([C@H](C1)C)C)C)NC(=O)C1=CN(C(C=C1C(F)(F)F)=O)C)C=1CCNCC1